BrC=1C=C2C=CN(C2=CC1)C(C)=O 1-(5-Bromoindol-1-yl)ethan-1-one